C(=O)(O)C1CC2=CC(=CC=C2CC1)OC1=CC2=CC(=CC=C2C=C1)OC 2-carboxy-7-((7-methoxynaphthalen-2-yl)oxy)-1,2,3,4-tetrahydronaphthalen